methyl 2-bromo-5-(2-(dimethoxymethyl)-7-azaspiro[3.5]nonan-7-yl)benzoate BrC1=C(C(=O)OC)C=C(C=C1)N1CCC2(CC(C2)C(OC)OC)CC1